C(C1=CC=CC=C1)OC=1C=C(C=C(C1)F)C=1C(=NOC1C)C 4-(3-(Benzyloxy)-5-fluorophenyl)-3,5-dimethylisoxazole